dichloro-bis{[4-(N,N-dimethyl-amino)phenyl]di-t-butyl-phosphino}palladium(II) Cl[Pd-2](P(C(C)(C)C)C(CC1=CC=C(C=C1)N(C)C)(C)C)(P(C(CC1=CC=C(C=C1)N(C)C)(C)C)C(C)(C)C)Cl